N-tert.-Butyl-4-[(2-chlorophenyl)methylcarbamoylamino]pyridin C(C)(C)(C)N1CC=C(C=C1)NC(NCC1=C(C=CC=C1)Cl)=O